[Li+].BrC1=C2C(=NC=C1)N(C=C2C(=O)[O-])COCC[Si](C)(C)C 4-bromo-1-{[2-(trimethylsilyl)ethoxy]Methyl}-1H-pyrrolo[2,3-b]Pyridine-3-carboxylic acid lithium salt